[N+](=O)([O-])C=1C=NC2=CC=CC=C2C1O 3-Nitroquinolin-4-ol